BrCCCCCCCC(=O)OC(CCCC)CCCC non-5-yl 8-bromooctanoate